C(#C)C=1C(=CC=C2C=C(C=C(C12)C1=C(C=2N=C(N=C(C2C(=N1)C)N1CC(CCC1)O)OC[C@@H]1OCCC1)F)O)F 1-(7-(8-ethynyl-7-fluoro-3-hydroxynaphthalen-1-yl)-8-fluoro-5-methyl-2-(((R)-tetrahydrofuran-2-yl)methoxy)pyrido[4,3-d]pyrimidin-4-yl)piperidin-3-ol